C12NCCC2N(C1)C(=O)OC(C)(C)C tert-butyl 2,6-diazabicyclo[3.2.0]heptane-6-carboxylate